(S)-N-(1-(3-(2-cyclopropylpyridin-4-yl)-1,2,4-oxadiazol-5-yl)ethyl)cyclopentanecarboxamide C1(CC1)C1=NC=CC(=C1)C1=NOC(=N1)[C@H](C)NC(=O)C1CCCC1